P(=O)(O)(O)O[C@@H](C(=O)[O-])C[C@H](O)[C@H](O)CO 3-deoxy-phosphogluconate